BrC=1C=C2C(=CC(=NC2=CC1)Cl)C=1C=C(C=CC1)O 3-(6-bromo-2-chloroquinolin-4-yl)phenol